1-(3-methyl-1,2-oxazol-5-yl)-N-(1-methylcyclopropyl)-4-[(1-methylpyrazol-4-yl)methyl]-5-oxo-1H,2H-imidazo[1,2-a]quinazoline-7-sulfonamide CC1=NOC(=C1)C1CN=C2N1C1=CC=C(C=C1C(N2CC=2C=NN(C2)C)=O)S(=O)(=O)NC2(CC2)C